(E)-4-fluoro-N-[[4-(hydroxymethyl)-1-[4-(trifluoromethoxy)phenyl]pyrazolo[3,4-b]pyridin-3-yl]methyl]but-2-enamide FC/C=C/C(=O)NCC1=NN(C2=NC=CC(=C21)CO)C2=CC=C(C=C2)OC(F)(F)F